FC1=C(C(=CC=C1)F)C=1OCC(N1)C1=CC=C(C=C1)CSSCC 2-(2,6-Difluorophenyl)-4-(4-((ethyldisulfaneyl)methyl)phenyl)-4,5-dihydrooxazole